2-(4-(trifluoromethyl)phenoxy)acetic acid FC(C1=CC=C(OCC(=O)O)C=C1)(F)F